(3R)-3-{1-cyclopropyl[({1-[3-(trifluoromethoxy)phenyl]-1H-1,2,3-triazol-4-yl}methyl)carbamoyl]amino}piperidine-1-carboxamide C1(CC1)N([C@H]1CN(CCC1)C(=O)N)C(NCC=1N=NN(C1)C1=CC(=CC=C1)OC(F)(F)F)=O